(8-chloronaphthalen-1-yl)-4-(4-(2,3,4,5-tetrafluoro-6-(methylsulfinyl)phenyl)piperazin-1-yl)-5,6,7,8-tetrahydropyrido[3,4-d]pyrimidine ClC=1C=CC=C2C=CC=C(C12)C=1N=C(C2=C(N1)CNCC2)N2CCN(CC2)C2=C(C(=C(C(=C2S(=O)C)F)F)F)F